1,1'-(1,2-phenylenebis(methylene))bis(5-methylpyrimidine-2,4(1H,3H)-dione) C1(=C(C=CC=C1)CN1C(NC(C(=C1)C)=O)=O)CN1C(NC(C(=C1)C)=O)=O